CN1C(=CC=2C1=CN=C(C2)NC(=O)C2CC2)C2=NC=CC=C2C N-[1-methyl-2-(3-methylpyridin-2-yl)pyrrolo[2,3-c]pyridin-5-yl]cyclopropanecarboxamide